bis(3-tertiary butyl phenyl) phosphate P(=O)(OC1=CC(=CC=C1)C(C)(C)C)(OC1=CC(=CC=C1)C(C)(C)C)[O-]